C12CNCC(CC1)N2C=2SC=1CN(CCC1N2)C(CCC2=C(C=C(C=C2)F)OC)=O 1-(2-(3,8-diazabicyclo[3.2.1]octan-8-yl)-6,7-dihydrothiazolo[5,4-c]pyridin-5(4H)-yl)-3-(4-fluoro-2-methoxyphenyl)propan-1-one